ClC1=C(C#N)C=CC(=C1)N1CC2(C[C@@H]1C)CCN(CC2)C2=NC=C(C=C2)OC2CCN(CC2)C2CN(C2)C=2C=C1C(N(C(C1=CC2)=O)C2C(NC(CC2)=O)=O)=O 2-chloro-4-((3S)-8-(5-((1-(1-(2-(2,6-dioxopiperidin-3-yl)-1,3-dioxoisoindolin-5-yl)azetidin-3-yl)piperidin-4-yl)oxy)pyridin-2-yl)-3-methyl-2,8-diazaspiro-[4.5]decan-2-yl)benzonitrile